FC(OC1=C(C(=O)NCC)C(=CC(=C1)N1C=NC=2C1=NC=C(C2)C=2C=NN(C2)C)OC)F 2-(difluoromethoxy)-N-ethyl-6-methoxy-4-[6-(1-methylpyrazol-4-yl)imidazo[4,5-b]pyridin-3-yl]benzamide